C1(CCC1)N1C(=CC2=CC=C(C=C12)C1=CN=NN1)C1=CC=C(N)C=C1 4-(1-cyclobutyl-6-(1H-1,2,3-triazol-5-yl)-1H-indol-2-yl)aniline